(S)-6-(1-(4-(trifluoromethyl)benzyl)-1H-pyrazole-4-carbonyl)-2-(1-(trifluoromethyl)cyclopropane-1-carbonyl)-2,6-diazaspiro[3.4]octane-8-carboxylic acid FC(C1=CC=C(CN2N=CC(=C2)C(=O)N2CC3(CN(C3)C(=O)C3(CC3)C(F)(F)F)[C@@H](C2)C(=O)O)C=C1)(F)F